(2R,3R,4S,5R)-2-(6-amino-2-fluoro-9H-purin-9-yl)-4-(benzyloxy)-5-((benzyloxy)methyl)-5-(1-fluoroethyl)tetrahydrofuran-3-yl acetate C(C)(=O)O[C@H]1[C@@H](O[C@]([C@H]1OCC1=CC=CC=C1)(C(C)F)COCC1=CC=CC=C1)N1C2=NC(=NC(=C2N=C1)N)F